2,5-dimethyl-benzoyl chloride CC1=C(C(=O)Cl)C=C(C=C1)C